2-((8-((2,6-dimethylbenzyl)amino)-2,3-dimethylimidazo[1,2-a]pyridin-6-yl)amino)-2-oxoethyl acetate C(C)(=O)OCC(=O)NC=1C=C(C=2N(C1)C(=C(N2)C)C)NCC2=C(C=CC=C2C)C